FC=1C=CC(=C(C1)N1C=CC=C1)[N+](=O)[O-] 1-(5-fluoro-2-nitrophenyl)-1H-pyrrole